[Si](C)(C)(C(C)(C)C)O[C@H]1CC[C@@]2([C@H]3CC[C@@]4([C@H](CC[C@H]4[C@@H]3CC=C2C1)/C(/C)=N/O)C)C (E)-1-((3S,8S,9S,10R,13S,14S,17S)-3-((tert-butyldimethylsilyl)oxy)-10,13-dimethyl-2,3,4,7,8,9,10,11,12,13,14,15,16,17-tetradecahydro-1H-cyclopenta[a]phenanthren-17-yl)ethan-1-one oxime